(S)-N-((S)-1-(2,6-dichlorophenyl)-1,4,5,7-tetrahydropyrano[3,4-c]pyrazol-4-yl)-2-methylpropan-2-sulfinamide ClC1=C(C(=CC=C1)Cl)N1N=CC2=C1COC[C@H]2N[S@@](=O)C(C)(C)C